COC1CCC=2N(C1)C(=NC2)C 6-methoxy-3-methyl-5,6,7,8-tetrahydroimidazo[1,5-a]pyridine